(R)-2-((1-((5-chloropyridin-2-yl) sulfonyl)-4-methylenepyrrolidin-3-yl) oxy)-5-cyano-4-fluorophenyl acetate C(C)(=O)OC1=C(C=C(C(=C1)C#N)F)O[C@H]1CN(CC1=C)S(=O)(=O)C1=NC=C(C=C1)Cl